CC1=C(C(=C(C1([Hf]C=1CC=2C=C3C(=CC2C1CC(C)C1=CC=CC=C1)C=CC=C3)C)C)C)C pentamethylcyclopentadienyl-(1-(2-phenylpropyl)-benz[f]indenyl)hafnium